2-(4-(4-cyanophenyl)-3,3-difluoro-4-((triethylsilyl)oxy)buten-1-yl)benzamide C(#N)C1=CC=C(C=C1)C(C(C=CC1=C(C(=O)N)C=CC=C1)(F)F)O[Si](CC)(CC)CC